FC=1C=C(NCCCC[C@H](C(=O)O)[C@@H]2CNCC2)C=C(C1)OC (2S)-6-(3-Fluoro-5-methoxy-anilino)-2-[(3R)-pyrrolidin-3-yl]hexanoic acid